N-(5-((cis)-2,6-dimethylmorpholino)-4'-((4-((R)-2-hydroxypropoxy)-6-(methylsulfonyl)pyridin-2-yl)amino)-[2,3'-bipyridin]-6'-yl)acetamide C[C@@H]1O[C@@H](CN(C1)C=1C=CC(=NC1)C=1C=NC(=CC1NC1=NC(=CC(=C1)OC[C@@H](C)O)S(=O)(=O)C)NC(C)=O)C